(2R,4R)-4-((6-bromo-3-fluoropyridin-2-yl)methyl)-2-methyl-1-((2-(trifluoromethyl)phenyl)sulfonyl)piperidine-4-carboxylic acid methyl ester COC(=O)[C@]1(C[C@H](N(CC1)S(=O)(=O)C1=C(C=CC=C1)C(F)(F)F)C)CC1=NC(=CC=C1F)Br